C(C)(=O)C1=CC=C(C=C1)N(C1=CC=C(C=C1)C(C)=O)C1=CC=C(C=C1)C(C)=O tri(4-acetylphenyl)amine